N-vinyl-3,5-dimethyl-caprolactam C(=C)N1C(CC(CC(C1)C)C)=O